4-(1-(4-((1-(2,2-difluoroacetyl)piperidin-4-yl)oxy)phenyl)pyrrolidin-2-yl)thiazol FC(C(=O)N1CCC(CC1)OC1=CC=C(C=C1)N1C(CCC1)C=1N=CSC1)F